5'-amino-5'-deoxy-5'-hydroxymethylthymidine NC([C@@H]1[C@H](C[C@@H](O1)N1C(=O)NC(=O)C(C)=C1)O)CO